C(C)(C)(C)C1=CC(=NN1[C@H]1COCC1)NC=1N(C=2C(=NC=C(C2)OC2=CC(=NC=C2)NC(=O)C2CC2)N1)C (R)-N-(4-((2-((5-(tert-butyl)-1-(tetrahydrofuran-3-yl)-1H-pyrazol-3-yl)amino)-1-methyl-1H-imidazo[4,5-b]pyridin-6-yl)oxy)pyridin-2-yl)cyclopropanecarboxamide